ClC1=C(C=CC=C1Cl)C1=C(N=C(C=2N1C=NC2)N2CCC(CC2)(N)C)C 1-[5-(2,3-dichlorophenyl)-6-methylimidazo[1,5-a]pyrazin-8-yl]-4-methyl-4-piperidinamine